tert-Butyl 3-(2-(benzyloxy)-6-fluorobenzoyl)azetidine-1-carboxylate C(C1=CC=CC=C1)OC1=C(C(=O)C2CN(C2)C(=O)OC(C)(C)C)C(=CC=C1)F